CC1(OC[C@@H](O1)CN1C[C@H](CCC1)C1CN(C1)C(=O)OC(C)(C)C)C tert-butyl 3-[(3R)-1-{[(4S)-2,2-dimethyl-1,3-dioxolan-4-yl]methyl}piperidin-3-yl]azetidine-1-carboxylate